COC(=O)C1=C(C=CC=C1)C1=CC=C(C=C1)C1CN(C1)C(=O)OC(C)(C)C Tert-Butyl 3-[4-(2-methoxycarbonylphenyl)phenyl]azetidine-1-carboxylate